6-methyl-8-phenyl-3,4-dihydrobenzo[e][1,2,3]oxathiazine 2,2-dioxide CC=1C=C(C2=C(CNS(O2)(=O)=O)C1)C1=CC=CC=C1